2-[3-(1-Amino-1-methyl-ethyl)-1-piperidinyl]-N-(5-cyclopropyl-1H-pyrazol-3-yl)pyrimidin-4-amine NC(C)(C)C1CN(CCC1)C1=NC=CC(=N1)NC1=NNC(=C1)C1CC1